C(C)(=O)NC(C)=O.[Na].[Na] disodium diacetyl-amine